(3-((3S,4S)-4-amino-3-methyl-2-oxa-8-azaspiro[4.5]dec-8-yl)-6-((4'-methyl-2'H,4'H-spiro[cyclobutane-1,3'-pyrido[3,2-b][1,4]oxazin]-8'-yl)thio)pyrazin-2-yl)methanol N[C@@H]1[C@@H](OCC12CCN(CC2)C=2C(=NC(=CN2)SC2=CC=NC1=C2OCC2(N1C)CCC2)CO)C